C(C)(C)(C)OC(=O)NC1=CC=C(N=N1)CC1(C(N(C2(CC2)C1)C(=O)OC(C)(C)C)=O)C(=O)OC 4-(tert-butyl) 6-methyl 6-((6-((tert-butoxycarbonyl)amino)pyridazin-3-yl)methyl)-5-oxo-4-azaspiro[2.4]heptane-4,6-dicarboxylate